1-(5-(4-chlorobenzyl)octahydropyrrolo[3,4-c]pyrrole-2-carbonyl)-1H-pyrazole-3-carboxylic acid ClC1=CC=C(CN2CC3C(C2)CN(C3)C(=O)N3N=C(C=C3)C(=O)O)C=C1